C(C1=CC=CC=C1)OC1=C(C(=C2C[C@@H](N(C2=C1)C(=O)OC(C)(C)C)CN(CCC(F)(F)F)C(=O)OC(C)(C)C)F)NCC(=O)OC(C)(C)C tert-butyl (2R)-6-(benzyloxy)-2-{[(tert-butoxycarbonyl)(3,3,3-trifluoropropyl)amino]methyl}-5-[(2-tert-butoxy-2-oxoethyl)amino]-4-fluoro-2,3-dihydro-1H-indole-1-carboxylate